2-[3-[(Trans)-2-[5-(pyrrolidin-1-ylmethyl)-2-pyridinyl]vinyl]-1-tetrahydropyran-2-yl-indazol-6-yl]oxybenzoic acid N1(CCCC1)CC=1C=CC(=NC1)/C=C/C1=NN(C2=CC(=CC=C12)OC1=C(C(=O)O)C=CC=C1)C1OCCCC1